N1=CC=C(C=C1)C=1C=CC=2NC3=CC=CC=C3C2C1 3-(4-pyridyl)carbazole